N-(6-((8'-Methyl-1',5'-dioxo-1',5'-dihydro-2'H-spiro[bicyclo[2.2.1]heptane-2,3'-imidazo[1,5-a]pyridin]-6'-yl)amino)pyrimidin-4-yl)cyclopropanecarboxamide CC1=C2N(C(C(=C1)NC1=CC(=NC=N1)NC(=O)C1CC1)=O)C1(NC2=O)C2CCC(C1)C2